3-(5-methyl-1,3-thiazol-2-yl)-5-[(3R)-tetrahydro-furan-3-yloxy]-N-{(1R)-1-[6-(trifluoromethyl)pyridin-3-yl]ethyl}benzamide CC1=CN=C(S1)C=1C=C(C(=O)N[C@H](C)C=2C=NC(=CC2)C(F)(F)F)C=C(C1)O[C@H]1COCC1